O1COC2=C1C=CC(=C2)CCC2=NN=C1SCC(=NN12)C1=CC(=CC=C1)F 3-[2-(1,3-Benzodioxol-5-yl)ethyl]-6-(3-fluorophenyl)-7H-[1,2,4]triazolo[3,4-b][1,3,4]thiadiazin